Tricyclo[4.4.0.12,5]Undeca-3-En C12C3C=CC(C2CCCC1)C3